C1(CC1)CN1C(=CC=2C1=NC(=CC2)N(S(=O)(=O)C)C(F)F)C=2N=C1N(C(=CC(=C1)C(=O)O)OC)C2C 2-[1-(cyclopropylmethyl)-6-[difluoromethyl(methylsulfonyl)amino]pyrrolo[2,3-b]pyridin-2-yl]-5-methoxy-3-methyl-imidazo[1,2-a]pyridine-7-carboxylic acid